Tertiary butyl methyl Ether COC(C)(C)C